C1(CCCCC1)OC1=CC=CC=N1 6-cyclohexyloxy-pyridine